FC=1C=C(C#N)C=C(C1)NC1=CC(=CC=C1)C(F)(F)F 3-fluoro-5-((3-(trifluoromethyl)phenyl)amino)benzonitrile